COC(=O)C=1C=CC2=C(OC3=C2C=CC(=C3)Br)C1 7-bromo-dibenzo[b,d]furan-3-carboxylic acid methyl ester